1-pentyl-3-(2-methoxyphenylacetyl)indolestearoxypropyl-trimethyl-ammonium chloride [Cl-].C(CCCC)N1C(=C(C2=CC=CC=C12)C(CC1=C(C=CC=C1)OC)=O)CCCCCCCCCCCCCCCCCCOCCC[N+](C)(C)C